FC1=C(C=C(C=C1)F)[C@@H]1N(C[C@H](C1)F)C1=NC=2N(C=C1)N=C(C2NC(=O)N[C@@H]2[C@@H](C2)F)F 1-(5-((2R,4S)-2-(2,5-difluorophenyl)-4-fluoropyrrolidin-1-yl)-2-fluoropyrazolo[1,5-a]pyrimidin-3-yl)-3-((1S,2R)-2-fluorocyclopropyl)urea